O1COC2=C1C=CC(=C2)OC2=CC=CC(=N2)S(=O)(=O)NC(=O)C=2C(=NC=CC2)N2C(CC(C2)C)(C)C N-[[6-(1,3-Benzodioxol-5-yloxy)-2-pyridyl]sulfonyl]-2-(2,2,4-trimethylpyrrolidin-1-yl)pyridin-3-carboxamid